methyl 3-(9-((4-(aminomethyl)benzyl)carbamoyl)-4,5-dihydrobenzo[b]thieno[2,3-d]oxepin-8-yl)-6-(propylcarbamoyl)picolinate NCC1=CC=C(CNC(=O)C2=CC3=C(OCCC4=C3SC=C4)C=C2C=2C(=NC(=CC2)C(NCCC)=O)C(=O)OC)C=C1